4-(2-(piperidin-4-yl)ethyl)piperazine N1CCC(CC1)CCN1CCNCC1